ClC=1C=CC2=C(C(=N[C@H](C=3N2C(=NN3)SCCN(CC)CC)CCC(=O)OC)C3=C(C=CC=C3)F)C1 methyl (S)-3-(8-chloro-6-(2-fluorophenyl)-1-((2-(diethylamino)ethyl)thio)-4H-benzo[f][1,2,4]triazolo[4,3-a][1,4]diazepin-4-yl)propionate